COC1=C(C(=O)NCC(F)(F)F)C(=CC(=C1)N1C=NC2=C1C=CC(=C2)C2=NN(C=C2)C)OC 2,6-dimethoxy-4-[5-(1-methylpyrazol-3-yl)benzimidazol-1-yl]-N-(2,2,2-trifluoroethyl)benzamide